diphenyl-octyne C1(=CC=CC=C1)C(C#CC1=CC=CC=C1)CCCCC